C1(=CC=CC=C1)C1(C(C(C1(F)F)(F)F)(C1=CC=CC=C1)F)F 1,2-diphenylhexafluorocyclobutane